ClC1=CC=C2C(=C(NC2=C1C=1C(=NN2C1COCC2)CC)C(=O)OCC)CCCOC2=CC=CC1=CC(=CC=C21)F ethyl 6-chloro-7-(2-ethyl-6,7-dihydro-4H-pyrazolo[5,1-c][1,4]oxazin-3-yl)-3-(3-((6-fluoronaphthalen-1-yl)oxy)propyl)-1H-indole-2-carboxylate